C(C)(C)N1N=C(C(=C1C)O)C1=C(C=CC=C1)C1=NC=CC=C1 1-isopropyl-3-(2-(pyridin-2-yl)phenyl)-5-methyl-pyrazol-4-ol